C(\C=C/C(=O)O)(=O)O.C1(=CC=CC=C1)NC1=CC=CC=C1 diphenylamine maleate